COC1=CC(=C2C(=C1)OC3=CC(=C(C=C3C2=O)O)O)O The molecule is a member of the class of xanthones that is 9H-xanthen-9-one substituted by hydroxy groups at positions 1, 6 and 7 and a methoxy group at position 3. It has a role as a plant metabolite. It is a member of xanthones, a polyphenol and an aromatic ether.